2-(((S)-4-(6-((4-acetyl-2-fluorobenzyl)oxy)pyridine-2-yl)-2-methylpiperazin-1-yl)methyl)-1-(((S)-oxetan-2-yl)methyl)-1H-benzo[d]imidazole-6-carboxylate C(C)(=O)C1=CC(=C(COC2=CC=CC(=N2)N2C[C@@H](N(CC2)CC2=NC3=C(N2C[C@H]2OCC2)C=C(C=C3)C(=O)[O-])C)C=C1)F